C[C@@H]1CN(CC[C@@H]1NC1=NN2C(C=NC(=C2OC(C)(C)[2H])C=2C=NNC2)=N1)S(=O)(=O)C N-((3R,4S)-3-Methyl-1-(methylsulfonyl)piperidin-4-yl)-5-((propan-2-yl-2-d)oxy)-6-(1H-pyrazol-4-yl)-[1,2,4]triazolo[1,5-a]pyrazin-2-amine